N4-(benzo[d]thiazol-5-yl)-N6-(5-(1-methylpiperidin-4-yl)pyridin-2-yl)quinoline-4,6-diamine S1C=NC2=C1C=CC(=C2)NC2=CC=NC1=CC=C(C=C21)NC2=NC=C(C=C2)C2CCN(CC2)C